2-(1-(trans-3-(aminomethyl)cyclobutyl)-3-cyclopropyl-1H-pyrazol-4-yl)-5-fluoro-3',6'-dihydro-[3,4'-bipyridine]-1'(2'H)-carboxylic acid benzyl ester C(C1=CC=CC=C1)OC(=O)N1CCC(=CC1)C=1C(=NC=C(C1)F)C=1C(=NN(C1)[C@@H]1C[C@H](C1)CN)C1CC1